FC=1C(=CC(=NC1)C1=NN(N=C1)C)OC1CN(C1)C=O (3-((5-fluoro-2-(2-methyl-2H-1,2,3-triazol-4-yl)pyridin-4-yl)oxy)azetidin-1-yl)methanone